O1C(=NC=C1)CC1=CC=2C(=NC=3C=C(C=CC3C2N1)C1=CC=NN1)N 2-[(Oxazol-2-yl)methyl]-7-(1H-pyrazol-5-yl)-1H-pyrrolo[3,2-c]Quinolin-4-amine